5-chloro-7-iodo-furo[3,2-b]pyridine ClC1=CC(=C2C(=N1)C=CO2)I